O[C@H]1[C@@H](CCCC1)NC=1C=C(C=2N(N1)C(=CN2)C#N)NC2=NC(=C(C=C2)C(=O)N2CCCC2)OCC(F)(F)F 6-{[(1R,2R)-2-Hydroxycyclohexyl]amino}-8-{[5-(pyrrolidin-1-carbonyl)-6-(2,2,2-trifluoroethoxy)pyridin-2-yl]amino}imidazo[1,2-b]pyridazin-3-carbonitril